hexaferuloyl-CoA C(\C=C\C1=CC(OC)=C(O)C=C1)(=O)C(C(COP(OP(OC[C@@H]1[C@H]([C@H]([C@@H](O1)N1C=NC=2C(N)=NC=NC12)O)OP(=O)(O)O)(=O)O)(=O)O)(C(C(\C=C\C1=CC(OC)=C(O)C=C1)=O)(C(\C=C\C1=CC(OC)=C(O)C=C1)=O)C(\C=C\C1=CC(OC)=C(O)C=C1)=O)[C@@H](O)C(=O)NCCC(=O)NCCS)(C(\C=C\C1=CC(OC)=C(O)C=C1)=O)C(\C=C\C1=CC(OC)=C(O)C=C1)=O